BrC(C(=O)OCC)C1=C(C=CC=C1)C1(CCOCC1)C ethyl 2-bromo-2-(2-(4-methyltetrahydro-2H-pyran-4-yl)phenyl)acetate